CC=1C=C(C=CC1)\C=N\NC=1N=C(C2=C(N1)CN(C2)[C@@H]2CNCCC2)N2CCOCC2 2-{(2E)-2-[(3-methylphenyl)methylidene]hydrazinyl}-4-(morpholin-4-yl)-6-[(3S)-piperidin-3-yl]-6,7-dihydro-5H-pyrrolo[3,4-d]pyrimidine